O(S(=O)(=O)C(F)(F)F)C1=C(C(=CC=C1C1=C(C(=C(C=C1)C1CCC(CC1)C1CCC(CC1)CCC)F)F)F)F [6-[2,3-difluoro-4-[4-(4-propylcyclohexyl) cyclohexyl] phenyl]-2,3-difluorophenyl] triflate